CN(C/C=C/C(=O)N1CC2(C1)CN(CC2)C2=NC=1[C@@H]3[C@H](CCC1C(=C2C#N)C2=CC(=CC1=CC=CC=C21)O)C3)C (P)-(6aR,7aS)-2-(2-((2E)-4-(dimethylamino)-2-butenoyl)-2,6-diazaspiro[3.4]octan-6-yl)-4-(3-hydroxy-1-naphthalenyl)-6,6a,7,7a-tetrahydro-5H-cyclopropa[h]quinoline-3-carbonitrile